((5-chloro-4-((3aR,6aS)-5-(cyclopropylcarbonyl)-3a,6a-dimethylhexahydropyrrolo[3,4-c]pyrrol-2(1H)-yl)pyrimidin-2-yl)amino)-N-methylpyridin-2-carboxamide ClC=1C(=NC(=NC1)NC=1C(=NC=CC1)C(=O)NC)N1C[C@]2(CN(C[C@]2(C1)C)C(=O)C1CC1)C